1-(2-(4-(benzyloxy)-3-chlorophenyl)-4-methoxybenzofuran-5-yl)-3-hydroxy-3-phenylprop-2-en-1-one C(C1=CC=CC=C1)OC1=C(C=C(C=C1)C=1OC2=C(C1)C(=C(C=C2)C(C=C(C2=CC=CC=C2)O)=O)OC)Cl